[Na+].C1(=CC=CC=C1)S(=O)(=O)N1[C@@H](CCC1)C(=O)N[C@@H](CC1=CC=C(C=C1)OC(=O)N1CCCC1)C(=O)[O-] N-(Benzenesulfonyl)-L-prolyl-L-O-(1-pyrrolidinylcarbonyl)tyrosine sodium salt